CC1=CC=2C3=C(NC2C=C1)CCN(C3)C(=O)C3=NNC(=C3)C3=CC=CC=C3 (8-methyl-1,3,4,5-tetrahydropyrido[4,3-b]indol-2-yl)-(5-phenyl-1H-pyrazol-3-yl)methanone